NN1[C@@H](CCC1)C(=O)O (5R)-aminoproline